8,8,8-Trifluorooctylamine hydrochloride Cl.FC(CCCCCCCN)(F)F